3-FLUORO-6-FORMYL-2-PICOLINE FC=1C(=NC(=CC1)C=O)C